5-(((2-hydroxyethyl)amino)methyl)picolinamide OCCNCC=1C=CC(=NC1)C(=O)N